(S)-2-((1-(3-(3-isopropylphenyl)-1-methyl-1,2,4-triazol-5-yl)ethyl)carbamoyl)-4-methoxypyridin-3-yl isobutyl carbonate C(OC=1C(=NC=CC1OC)C(N[C@@H](C)C1=NC(=NN1C)C1=CC(=CC=C1)C(C)C)=O)(OCC(C)C)=O